3-bromo-5-(2-(3-chlorophenyl)pyrrolidin-1-yl)pyrazolo[1,5-a]pyrimidine BrC=1C=NN2C1N=C(C=C2)N2C(CCC2)C2=CC(=CC=C2)Cl